C(C)(C)(C)OC(=O)N[C@H](C(=O)O)C1=CC(=CC=C1)N(C(CN(C)C)=O)C (S)-2-(tert-butoxycarbonylamino)-2-(3-(2-(dimethylamino)-N-methylacetamido)phenyl)acetic acid